N-[6-(6-chlorooxazolo[5,4-b]pyridin-2-yl)spiro[3.3]heptan-2-yl]-2-methylsulfonyl-pyridine ClC=1C=C2C(=NC1)OC(=N2)C2CC1(CC(C1)N1C(C=CC=C1)S(=O)(=O)C)C2